N-hydroxy-4-(5-morpholinyl-6-((4-(trifluoromethyl)phenyl)ethynyl)-1H-benzimidazol-2-yl)benzamide ONC(C1=CC=C(C=C1)C1=NC2=C(N1)C=C(C(=C2)N2CCOCC2)C#CC2=CC=C(C=C2)C(F)(F)F)=O